1-{[1-(cyanoacetyl)piperidin-4-yl]methoxy}-7-(prop-2-yloxy)isoquinoline-6-carboxamide C(#N)CC(=O)N1CCC(CC1)COC1=NC=CC2=CC(=C(C=C12)OC(C)C)C(=O)N